6-((dimethyl(octyl)silyl)methyl)-1H-benzo[d]imidazole C[Si](CCCCCCCC)(C)CC=1C=CC2=C(NC=N2)C1